C(C)OC(=O)C1=C(OC2=C1C=C(C=C2)OCC=2C(=NC=CC2)C(F)(F)F)/N=C/O (E)-N-(3-(ethoxycarbonyl)-5-((2-(trifluoromethyl)pyridin-3-yl)methoxy)benzofuran-2-yl)formimidic acid